3-ethylphospholate C(C)C1=C(PC=C1)C(=O)[O-]